C(#N)C1=CC=C(C=C1)C=1C=NC(=C(C(=O)NC2=CC(=CC=C2)[S@](=O)(=N)C)C1C)OC1=C(C=C(C=C1)F)C (S)-5-(4-cyanophenyl)-2-(4-fluoro-2-methylphenoxy)-4-methyl-N-(3-(S-methylsulfonimidoyl)phenyl)nicotinamide